(2RS)-2-amino-2-phenyl-N-thiazol-2-yl-acetamide hydrochloride Cl.N[C@@H](C(=O)NC=1SC=CN1)C1=CC=CC=C1 |r|